[Si](C)(C)(C(C)(C)C)OCC1(CC(C=2C=NC=3N(C21)N=C(C3)Cl)C(=O)N)CO[Si](C)(C)C(C)(C)C 8,8-bis(((tert-butyldimethylsilyl)oxy)methyl)-2-chloro-7,8-dihydro-6H-cyclopenta[e]pyrazolo[1,5-a]pyrimidine-6-carboxamide